tert-butyl (cis-(+/-)-4-fluoropiperidin-3-yl)carbamate F[C@@H]1[C@@H](CNCC1)NC(OC(C)(C)C)=O |r|